1-tert-butoxycarbonylguanidinomethyl-3-[131I]iodobenzoate C(C)(C)(C)OC(=O)N(C(=N)N)COC(C1=CC(=CC=C1)[131I])=O